C(#N)C1=CC2=C(C(=C(O2)C)C(=O)NC2C(CNCC2)(F)F)C=C1OCC=1C(=NC=CC1)C(F)(F)F 6-cyano-N-(3,3-difluoropiperidin-4-yl)-2-methyl-5-((2-(trifluoromethyl)pyridin-3-yl)methoxy)-benzofuran-3-carboxamide